N=1C=NN2C1C=CC(=C2)C2=CC(=NN2C2=NC(=CC=C2)C)CC(=O)NC2=CC(=CC=C2)SOC 5-([1,2,4]Triazolo[1,5-a]pyridin-6-yl)-N-(3-(methoxythio)phenyl)-1-(6-methylpyridin-2-yl)-1H-pyrazol-3-carboxyamid